2-(3,5-dichloro-4-(2-fluoro-4-hydroxy-5-(pyridin-4-yl)benzyl)phenoxy)acetamide ClC=1C=C(OCC(=O)N)C=C(C1CC1=C(C=C(C(=C1)C1=CC=NC=C1)O)F)Cl